C1(=CC=CC=C1)OC(C(O)C)=O Phenyllactat